CN1N=C(N=N1)C1=CC=C(CCNC2=NC=3N(C(=N2)N)N=C(N3)C3=CC=CC=C3)C=C1 N5-(4-(2-methyl-2H-tetrazol-5-yl)phenethyl)-2-phenyl-[1,2,4]triazolo[1,5-a][1,3,5]triazine-5,7-diamine